rac-(3aR,5r,6aS)-5-benzyl-2-(2-(6-fluoro-5-hydroxypyridin-2-yl)-2-hydroxyethyl)octahydrocyclopenta[c]pyrrol-5-ol C(C1=CC=CC=C1)C1(C[C@@H]2[C@@H](CN(C2)CC(O)C2=NC(=C(C=C2)O)F)C1)O |r|